C(C)(C)(C)OC(=O)N[C@H](C(=O)OC(C)(C)C)CI (R)-tert-butyl 2-((tert-butoxycarbonyl) amino)-3-iodopropionate